(R)-7'-(diphenylphosphino)-2,2',3,3'-tetrahydro-1,1'-spirobi[indene] C1(=CC=CC=C1)P(C=1C=CC=C2CC[C@@]3(CCC4=CC=CC=C34)C12)C1=CC=CC=C1